C(=O)C=1C(=NC=CC1)C1N(CCCC1)C(=O)OC(C)(C)C tert-Butyl 2-(3-formylpyridin-2-yl)piperidine-1-carboxylate